N1(CCCC1)CCCN1N=C(C=C1)C=C (E)-2-[1-(3-pyrrolidin-1-ylpropyl)pyrazol-3-yl]ethylene